N-(6-(4-(pyrrolidin-1-yl)phenyl)quinolin-4-yl)benzo[d]thiazol-5-amine N1(CCCC1)C1=CC=C(C=C1)C=1C=C2C(=CC=NC2=CC1)NC=1C=CC2=C(N=CS2)C1